3-Chloro-7-[(3R)-piperidin-3-yl]-7H-pyrrolo[2,3-c]pyridazine monohydrochloride Cl.ClC1=CC2=C(N=N1)N(C=C2)[C@H]2CNCCC2